(R)-tert-butyl (5-(3-bromo-5-chloro-2-formylphenoxy)-1-methoxypentan-2-yl)carbamate BrC=1C(=C(OCCC[C@H](COC)NC(OC(C)(C)C)=O)C=C(C1)Cl)C=O